C1(CC1)C1=NN2C(C=CC=C2COC2=CC=CC(=N2)C2CCN(CC2)CC2=NC3=C(N2C[C@H]2OCC2)C=C(C=C3)C(=O)O)=C1 (S)-2-((4-(6-((2-cyclopropylpyrazolo[1,5-a]pyridine-7-yl)methoxy)pyridin-2-yl)piperidin-1-yl)methyl)-1-((oxetan-2-yl)methyl)-1H-benzo[d]imidazole-6-carboxylic acid